C(C(C)C)N1CCOCC2C1CCN(C2)C2=C(C=NC1=CC=C(C=C21)C(=O)N)S(=O)(=O)C2=CC=C(C=C2)OC 4-(1-isobutyloctahydropyrido[4,3-e][1,4]oxazepin-7(5H)-yl)-3-((4-methoxyphenyl)sulfonyl)quinoline-6-carboxamide